C(C)(C)(C)OC(N(C(=O)C1=CN=C(S1)NC(=O)OC(C)(C)C)C1=NN(C=C1)C=1CN2C(N(C(C1)C2)O)=O)=O.N2=C(C=CC=C2)C(C)=O 1-(pyridin-2-yl)Ethan-1-one tert-butyl-N-[1-(6-hydroxy-7-oxo-1,6-diazabicyclo[3.2.1]oct-3-en-3-yl)pyrazol-3-yl]-N-[2-(tert-butoxycarbonylamino)thiazole-5-carbonyl]carbamate